2-[(2R)-3-(3,4-Dihydro-1H-isochinolin-2-yl)-2-hydroxy-propyl]-6-(4-methyl-5-oxo-1,4-diazepan-1-yl)-3,4-dihydroisochinolin-1-on C1N(CCC2=CC=CC=C12)C[C@H](CN1C(C2=CC=C(C=C2CC1)N1CCN(C(CC1)=O)C)=O)O